tert-butyl (2R,5S)-4-(7-chloro-2,3-dioxo-2,3-dihydropyrido[2,3-b]pyrazin-4(1H)-yl)-2,5-dimethylpiperidine-1-carboxylate ClC1=CC2=C(N(C(C(N2)=O)=O)C2C[C@H](N(C[C@@H]2C)C(=O)OC(C)(C)C)C)N=C1